Cl.CC1(CCNCC1)C 4,4-dimethyl-piperidine hydrochloride